tris(2-(2-methoxyethoxy) ethyl) phosphate P(=O)(OCCOCCOC)(OCCOCCOC)OCCOCCOC